1-(3-(tert-butyl)-1-(4-(2-(piperidin-1-yl)ethoxy)phenyl)-1H-pyrazol-5-yl)-3-(2-(methylthio)-4-((3-oxo-3,4-dihydropyrido[2,3-b]pyrazin-8-yl)oxy)phenyl)urea C(C)(C)(C)C1=NN(C(=C1)NC(=O)NC1=C(C=C(C=C1)OC1=CC=NC=2NC(C=NC21)=O)SC)C2=CC=C(C=C2)OCCN2CCCCC2